isopropyl ((R)-(((1R,3R,4R,5R)-3-(6-amino-9H-purin-9-yl)-4-fluoro-5-hydroxy-2-methylenecyclopentyl)methoxy)(phenoxy)phosphoryl)-L-alaninate NC1=C2N=CN(C2=NC=N1)[C@@H]1C([C@@H]([C@H]([C@@H]1F)O)CO[P@@](=O)(OC1=CC=CC=C1)N[C@@H](C)C(=O)OC(C)C)=C